Tert-butyl 4-(4-(5-chloro-2-(dimethylcarbamoyl)-4-fluorobenzofuran-7-yl)phenyl)piperazine-1-carboxylate ClC=1C=C(C2=C(C=C(O2)C(N(C)C)=O)C1F)C1=CC=C(C=C1)N1CCN(CC1)C(=O)OC(C)(C)C